S=C1SC2=C(N1CN1CCN(CC1)N1C=C(CC3=CC=CC=C13)C(=O)O)C=CC=C2 4-((2-thioxobenzo[d]thiazol-3(2H)-yl)methyl)piperazin-1-yl-1,4-dihydroquinoline-3-carboxylic acid